6,7-Dimethoxy-2-(4-(5-(2-nitro-5-(pyridin-4-ylmethoxy)phenyl)-2H-tetrazol-2-yl)phenethyl)-1,2,3,4-tetrahydroisoquinoline COC=1C=C2CCN(CC2=CC1OC)CCC1=CC=C(C=C1)N1N=C(N=N1)C1=C(C=CC(=C1)OCC1=CC=NC=C1)[N+](=O)[O-]